N[C@@H]1CN(CC12CC2)C2=C(C=C1C(C(=CN(C1=C2Cl)[C@H]2[C@H](C2)F)C(=O)O)=O)F 7-[(7S)-7-amino-5-azaspiro[2.4]hept-5-yl]-8-chloro-6-fluoro-1-[(1r,2S)-2-fluorocyclopropyl]-1,4-dihydro-4-oxoquinoline-3-carboxylic acid